lead-lead oxide [Pb]=O.[Pb]